FC(C1CC(CN1)O)(F)F 5-(trifluoromethyl)pyrrolidin-3-ol